6-(3,4-dimethoxyphenyl)-N-(trans-4-morpholinocyclohexyl)-6-(pyridin-4-yl)-9H-pyrimido[4,5-b]indol-4-amine COC=1C=C(C=CC1OC)C1(CC=2C3=C(NC2C=C1)N=CN=C3N[C@@H]3CC[C@H](CC3)N3CCOCC3)C3=CC=NC=C3